3,6-dibromo-imidazo[1,2-a]pyridine BrC1=CN=C2N1C=C(C=C2)Br